1-(4-(difluoromethoxy)benzoyl)-6-methylhexahydro-4H-pyrazino[1,2-a]pyrimidine FC(OC1=CC=C(C(=O)N2C3N(CCC2)C(CNC3)C)C=C1)F